N-(5-chloro-2-(2-methoxyethoxy)phenyl)-1H-1,2,4-triazole-5-carboxamide ClC=1C=CC(=C(C1)NC(=O)C1=NC=NN1)OCCOC